N-(1'-(6-(3-methoxytetrahydrofuran-3-yl)-4-methylpyridin-2-yl)-1',2'-dihydrospiro[cyclopropan-1,3'-pyrrolo[3,2-c]pyridin]-6'-yl)acetamide COC1(COCC1)C1=CC(=CC(=N1)N1CC2(C=3C=NC(=CC31)NC(C)=O)CC2)C